(1R)-1-[1-(benzenesulfonyl)pyrrolo[3,2-c]pyridin-2-yl]ethanamine C1(=CC=CC=C1)S(=O)(=O)N1C(=CC=2C=NC=CC21)[C@@H](C)N